N-[6-fluoro-4-methoxy-7-(oxetan-4-yl)-[1,3]thiazolo[4,5-c]pyridin-2-yl]-8-oxa-2-azaspiro[4.5]decane-2-carboxamide FC1=C(C2=C(C(=N1)OC)N=C(S2)NC(=O)N2CC1(CC2)CCOCC1)C1CCO1